3-carbonyl-4-chloropentyl ether C(=O)=C(CCOCCC(C(C)Cl)=C=O)C(C)Cl